2-((3,3-dimethoxy-8-oxo-2,9,12,15,18-pentaoxa-7-aza-3-silanonadec-19-oyl) amino)-2-methylpropan-1,3-diyl diacrylate C(C=C)(=O)OCC(COC(C=C)=O)(C)NC(OCCOCCOCCOC(NCCC[Si](OC)(OC)OC)=O)=O